FC1=NNC2=CC=C(C=C12)C#CC1=NC(=NC=C1)C1=NC(=NC=C1)NCC1=NC=C(C=C1)F 4-((3-Fluoro-1H-indazol-5-yl)ethynyl)-N-((5-fluoropyridin-2-yl)methyl)-[2,4'-bipyrimidin]-2'-amine